O1CC(C1)N1N=CC=2C1=NC(=CC2CN2CCCC2)C=2C=C1CN(C(C1=CC2)=O)N2C(CCCC2=O)=O (5-(1-(oxetan-3-yl)-4-(pyrrolidin-1-ylmethyl)-1H-pyrazolo[3,4-B]pyridin-6-yl)-1-oxoisoindolin-2-yl)piperidine-2,6-dione